adenosylmethionine [C@@H]1([C@H](O)[C@H](O)[C@@H](CN[C@@H](CCSC)C(=O)O)O1)N1C=NC=2C(N)=NC=NC12